C(C)N1C(=C(C2=CC=CC=C12)C1(OC(=O)C2=CC=CC=C12)C1=C(N(C2=CC=CC=C12)CC)C)C 3,3-bis(1-ethyl-2-methyl-indol-3-yl)phthalide